(3aS,7aS)-octahydro-5H-pyrrolo[2,3-c]pyridin-5-one N1CC[C@@H]2[C@H]1CNC(C2)=O